8-(3-cyclopropyl-5-fluoro-1H-indol-7-yl)-7-fluoro-1,4,4,9-tetramethyl-5H-[1,2,4]triazolo[4,3-a]quinoxaline C1(CC1)C1=CNC2=C(C=C(C=C12)F)C1=C(C=C2NC(C=3N(C2=C1C)C(=NN3)C)(C)C)F